6-chloro-3-(5-nitrobenzofuran-3-yl)imidazo[1,2-b]pyridazine ClC=1C=CC=2N(N1)C(=CN2)C2=COC1=C2C=C(C=C1)[N+](=O)[O-]